ClC=1C(=CC(=NC1)NC(C)C)C=1C=C2N(CCN(C2=O)CC2=C(C=CC(=C2)F)CO)C1 7-(5-chloro-2-(isopropylamino)pyridin-4-yl)-2-(5-fluoro-2-(hydroxymethyl)benzyl)-3,4-dihydropyrrolo[1,2-a]pyrazine-1(2H)-one